CC=1C=C(C=C(C1)C)C1=NC2=CC=CC(=C2C=C1)C 2-(3,5-dimethylphenyl)-5-methylquinoline